N1=C(C=CC2=CC=CC=C12)C(=O)NC1=CC=C2C(=N1)C(=CN2)C2CCN(CC2)C 5-(2-quinolinecarbonyl)amino-3-(1-methylpiperidin-4-yl)pyrrolo[3,2-b]pyridine